NC1=C(C(=C(C(=O)OC)C=C1)C)B1OC(C(O1)(C)C)(C)C methyl 4-amino-2-methyl-3-(4,4,5,5-tetramethyl-1,3,2-dioxaborolan-2-yl)benzoate